ethylidenebis(2-pyridyl-imidazoline) C(C)(N1C(=NCC1)C1=NC=CC=C1)N1C(=NCC1)C1=NC=CC=C1